2-methyl-3-(4-morpholinylbutyl)-5-phenylpyrimidin-4(3H)-one CC1=NC=C(C(N1CCCCN1CCOCC1)=O)C1=CC=CC=C1